OC12CC(C1)(C2)COC2=NN=C(S2)NC(=O)C=2C=NC(=CC2C2=CC(=NC=C2OC)C)C N-(5-((3-hydroxybicyclo(1.1.1)pentan-1-yl)methoxy)-1,3,4-thiadiazol-2-yl)-5'-methoxy-2',6-dimethyl-(4,4'-bipyridine)-3-carboxamide